FC1(C[C@@H](N(C1)[C@H]1COCC1)C(=O)NC=1C=CC=C2C(=CNC12)C1=NC(=NC=C1C)NC=1C(=NN(C1)C)OC)F (R)-4,4-Difluoro-N-(3-(2-((3-methoxy-1-methyl-1H-pyrazol-4-yl)amino)-5-methylpyrimidine-4-yl)-1H-indol-7-yl)-1-((R)-tetrahydrofuran-3-yl)pyrrolidine-2-carboxamide